2-((5-(pyridin-4-yl)-1,3,4-thiadiazol-2-yl)methyl)oxazole-4-carboxylic acid N1=CC=C(C=C1)C1=NN=C(S1)CC=1OC=C(N1)C(=O)O